C(C\C=C/CC)C(C(=O)O)\C=C/CC.C(C=CCCC)(=O)OCC\C=C/CC cis-3-hexenyl hexenoate ((Z)-(Z)-hex-3-en-1-yl hex-3-enoate)